(S)-quinuclidin-3-yl (6-fluoro-5-(4-isobutoxyphenyl)-2,2-dimethyl-2,3-dihydro-1H-inden-1-yl)carbamat FC1=C(C=C2CC(C(C2=C1)NC(O[C@@H]1CN2CCC1CC2)=O)(C)C)C2=CC=C(C=C2)OCC(C)C